6-[(2S)-2-aminobutyl]-2-chloro-N-[(thiophen-2-yl)methyl]thieno[3,2-d]pyrimidin-4-amine N[C@H](CC1=CC=2N=C(N=C(C2S1)NCC=1SC=CC1)Cl)CC